CC1N(N(C=2C(=N1)C(NC(N2)=O)=O)C)C Trimethylpyrimido[5,4-e][1,2,4]triazine-5,7-dione